CC1=C2C(C(=CN(C2=NC(=C1)N1CC(C1)C(NC=1N=NSC1)=O)C1=NC=NS1)C(=O)O)=O 5-methyl-4-oxo-7-{3-[(1,2,3-thiadiazol-4-yl)carbamoyl]azetidin-1-yl}-1-(1,2,4-thiadiazol-5-yl)-1,4-dihydro-1,8-naphthyridine-3-carboxylic acid